3-(3,6-dihydro-2H-pyran-4-yl)-1-methyl-N-[7-methyl-[1,2,4]triazolo[1,5-a]pyridin-6-yl]-1H-pyrazolo[4,3-d]pyrimidin-5-amine O1CCC(=CC1)C1=NN(C2=C1N=C(N=C2)NC=2C(=CC=1N(C2)N=CN1)C)C